ClCCC1=CNC2=C1C(=NC=C2)OC 3-(2-chloroethyl)-4-methoxy-1H-pyrrolo[3,2-c]pyridine